tert-butyl 1-(4-bromophenyl)-2-(tert-butyldimethylsilyloxy)ethylcarbamate BrC1=CC=C(C=C1)C(CO[Si](C)(C)C(C)(C)C)NC(OC(C)(C)C)=O